OC(CN1N(C(C(=C1C)C(=O)O)=O)C1=CC=CC=C1)(C)C 1-(2-hydroxy-2-methylpropyl)-5-methyl-3-keto-2-phenyl-2,3-dihydro-1H-pyrazole-4-carboxylic acid